N-(3-fluoro-4-(4,4,5,5-tetramethyl-1,3,2-dioxaborolan-2-yl)phenyl)cyclohexanecarboxamide FC=1C=C(C=CC1B1OC(C(O1)(C)C)(C)C)NC(=O)C1CCCCC1